(S)-N-(1-(4-bromophenyl)ethyl)-5-(2-chloro-5-(isobutyrylaminomethyl)benzoylamino)-1-methyl-1H-indole-2-carboxamide BrC1=CC=C(C=C1)[C@H](C)NC(=O)C=1N(C2=CC=C(C=C2C1)NC(C1=C(C=CC(=C1)CNC(C(C)C)=O)Cl)=O)C